ClCCCCC(=O)NC=1N(C=CN1)COCC[Si](C)(C)C 5-chloro-N-(1-((2-(trimethylsilyl)ethoxy)methyl)-1H-imidazol-2-yl)pentanamide